(R)-2-chloro-1-(3-methylmorpholino)ethanone ClCC(=O)N1[C@@H](COCC1)C